S(=O)([O-])S(=O)[O-].[Na+].S(=O)(O)S(=O)O.[Na+] sodium hydrosulfite sodium hydrosulfite